C(C1=CC=CC=C1)OC1=CC=C(C=C1)CC[C@@H](C(=O)O)NC(=O)OC(C)(C)C (S)-4-[p-(benzyloxy)phenyl]-2-[(tert-butyl)(oxycarbonylamino)]butyric acid